2-ButylFuran C(CCC)C=1OC=CC1